6-((S)-2-methyl-pyrrolidine-1-carbonyl)-3,4-dihydro-1H-pyrrolo[2,1-c][1,4]oxazine-8-carboxylic acid [(R)-1-(2,4-difluoro-phenyl)-propyl]-amide FC1=C(C=CC(=C1)F)[C@@H](CC)NC(=O)C=1C=C(N2C1COCC2)C(=O)N2[C@H](CCC2)C